8-(methylsulfonyl)-3-(2-(4-(2-morpholino-4-((2-(trimethylsilyl)ethoxy)methoxy)phenyl)piperazin-1-yl)ethyl)-2-oxa-8-azaspiro[4.5]decan-1-one CS(=O)(=O)N1CCC2(CC(OC2=O)CCN2CCN(CC2)C2=C(C=C(C=C2)OCOCC[Si](C)(C)C)N2CCOCC2)CC1